peroxycitramalic acid C(CC(C)(O)C(=O)O)(=O)OO